(S)-2-cyclopropyl-4-((pyrrolidin-3-ylmethyl)amino)pyrimidine-5-carbonitrile C1(CC1)C1=NC=C(C(=N1)NC[C@@H]1CNCC1)C#N